1-[(azetidin-3-yl)methyl]-2-{[4-({2-[(2,4-dichlorophenoxy)methyl]pyridin-4-yl}oxy)piperidin-1-yl]methyl}-1H-1,3-benzodiazole-6-carboxylic acid N1CC(C1)CN1C(=NC2=C1C=C(C=C2)C(=O)O)CN2CCC(CC2)OC2=CC(=NC=C2)COC2=C(C=C(C=C2)Cl)Cl